methyl (R)-2-(6-(1-((tert-butoxycarbonyl)amino)ethyl)-1H-pyrrolo[2,3-b]pyridin-2-yl)-1-cyclopropyl-6-fluoro-1H-benzo[d]imidazole-5-carboxylate C(C)(C)(C)OC(=O)N[C@H](C)C1=CC=C2C(=N1)NC(=C2)C2=NC1=C(N2C2CC2)C=C(C(=C1)C(=O)OC)F